tert-butyl 4-(2-(5-((2-(1-benzylpiperidin-4-yl)ethyl)carbamoyl)furan-2-yl)phenoxy)piperidine-1-carboxylate C(C1=CC=CC=C1)N1CCC(CC1)CCNC(=O)C1=CC=C(O1)C1=C(OC2CCN(CC2)C(=O)OC(C)(C)C)C=CC=C1